C(CCC)NC(CCC)=O N-Butylbutanamide